(9R,14S)-14-Amino-5-methoxycarbonylamino-8,16,18-triaza-tricyclo[13.2.1.02,7]octadeca-1(17),2,4,6,15(18)-pentaene-9-carboxylic acid methyl ester COC(=O)[C@@H]1NC2=CC(=CC=C2C2=CNC([C@H](CCCC1)N)=N2)NC(=O)OC